C(C1=CC=CC=C1)OC(CO)CO 2-benzyloxypropane-1,3-diol